tartrate disodium salt [Na+].[Na+].C(=O)([O-])C(O)C(O)C(=O)[O-]